N1=C2N(C(=C1)C(=O)N)CCC2 6,7-dihydro-5H-pyrrolo[1,2-a]imidazole-3-carboxamide